CC1(CCCCC1)C Dimethyl-Cyclohexane